COC(=O)C1=C(C(=O)Cl)C=C(C(=C1)C(=O)Cl)C(=O)OC 2,5-di(methoxycarbonyl)terephthaloyl chloride